Phenyl-dimethylmethoxysilan C1(=CC=CC=C1)[Si](OC)(C)C